5-(1-(trifluoromethyl)cyclobutyl)isoxazol-3-amine FC(C1(CCC1)C1=CC(=NO1)N)(F)F